(S)-3-((3-fluoro-4-(4-(((5-fluoro-4-oxo-2-(2-(tetrahydro-2H-pyran-4-yl)ethyl)-3,4-dihydroquinazolin-7-yl)oxy)methyl)-[1,4'-bipiperidin]-1'-yl)phenyl)amino)piperidine-2,6-dione FC=1C=C(C=CC1N1CCC(CC1)N1CCC(CC1)COC1=CC(=C2C(NC(=NC2=C1)CCC1CCOCC1)=O)F)N[C@@H]1C(NC(CC1)=O)=O